2-[2-(5-{1-[(6,7-dimethoxy-2-methylquinazolin-4-yl)amino]ethyl}thiophen-2-yl)benzyl]glycinamide COC=1C=C2C(=NC(=NC2=CC1OC)C)NC(C)C1=CC=C(S1)C1=C(CC(N)C(=O)N)C=CC=C1